4-(2-(1-(tert-butyl)-4-(3-(trifluoromethyl)phenoxy)-1H-pyrazole-5-carboxamido)ethyl)benzoic acid C(C)(C)(C)N1N=CC(=C1C(=O)NCCC1=CC=C(C(=O)O)C=C1)OC1=CC(=CC=C1)C(F)(F)F